3-ethynyl-4-methyl-N-(4-(3-((2-(4-(methylsulfonyl)piperazin-1-yl)ethyl)amino)prop-1-yn-1-yl)-3-(trifluoromethyl)phenyl)benzamide C(#C)C=1C=C(C(=O)NC2=CC(=C(C=C2)C#CCNCCN2CCN(CC2)S(=O)(=O)C)C(F)(F)F)C=CC1C